3-[2-[4-(8-chloro-5-hydroxy-4-oxo-chromen-2-yl)phenoxy]ethoxy]cyclobutanecarboxylic acid ClC=1C=CC(=C2C(C=C(OC12)C1=CC=C(OCCOC2CC(C2)C(=O)O)C=C1)=O)O